C(C1=CC=CC=C1)C1=C(C2=C(N(C(N(C2=O)C)=O)C)N(C1=O)C1CC1)O 6-benzyl-8-cyclopropyl-5-hydroxy-1,3-dimethylpyrido[2,3-d]pyrimidine-2,4,7(1h,3h,8h)-trione